C(C)(C)(C)OC(=O)N1CC(C1)CN1C(C(=NC2=CC(=C(C=C12)Cl)C1=CC(=CC2=CC=CC=C12)O)OCCN(C)C)=O 3-((7-Chloro-3-(2-(dimethylamino)ethoxy)-6-(3-hydroxynaphthalen-1-yl)-2-oxoquinoxalin-1(2H)-yl)methyl)azetidine-1-carboxylic acid tert-butyl ester